5-fluoro-N-((4-(5-(2-fluoropropan-2-yl)-1,2,4-oxadiazol-3-yl)bicyclo[2.2.2]octan-1-yl)methyl)-4-iodopyridin-2-amine FC=1C(=CC(=NC1)NCC12CCC(CC1)(CC2)C2=NOC(=N2)C(C)(C)F)I